ClC1=CC=C(C=C1)C1SC=CN1[C@H](C(=O)N[C@H](C(C=1SC=CN1)O)CCC1=CC=C(C=C1)F)CCC(C)O 2-(4-chlorophenyl)-N-((2S)-1-(((2S)-4-(4-fluorophenyl)-1-hydroxy-1-(thiazol-2-yl)butan-2-yl)amino)-5-hydroxy-1-oxohexan-2-yl)thiazole